N-({5-(1,3-oxazol-5-yl)-6-[(1,3-thiazol-4-yl)methoxy]-2-indolyl}methyl)1-methylcyclopropanecarboxamide O1C=NC=C1C=1C=C2C=C(NC2=CC1OCC=1N=CSC1)CNC(=O)C1(CC1)C